5-(2-amino-4-(benzyloxy)phenyl)-2-(4-methoxybenzyl)-1-methyl-1H-imidazole-4-carboxylate NC1=C(C=CC(=C1)OCC1=CC=CC=C1)C1=C(N=C(N1C)CC1=CC=C(C=C1)OC)C(=O)[O-]